ClC=1C2=C(C3=C(CN(S(N3)(=O)=O)CC3CCNCC3)C1)NC=C2Cl 6,7-dichloro-3-(4-piperidylmethyl)-4,9-dihydro-1H-pyrrolo[3,2-h][2,1,3]benzothiadiazine 2,2-dioxide